COC1C2C3CCC(C3C(C1)C2)C=O 5-methoxyoctahydro-1H-4,7-methano-indene-1-carbaldehyde